2-(benzylthio)-1-(4-(5-(trifluoromethyl)-1,2,4-oxadiazol-3-yl)phenyl)ethan-1-one vanadium-titanium [Ti].[V].C(C1=CC=CC=C1)SCC(=O)C1=CC=C(C=C1)C1=NOC(=N1)C(F)(F)F